Ethyl (S)-3-allyl-1-benzoyl-2-oxopiperidine-3-carboxylate C(C=C)[C@@]1(C(N(CCC1)C(C1=CC=CC=C1)=O)=O)C(=O)OCC